ClC1=CC=C(C=C1)C=1NC(=CC1C#N)C(F)(F)F 2-(4-chlorophenyl)-5-trifluoromethyl-pyrrole-3-nitrile